8-bromo-2-(2-(3-methoxyphenyl)-2-oxoethyl)-1,3,4,12a-tetrahydrobenzo[e]pyrazino[1,2-a][1,4]diazepine-6,12(2H,11H)-dione BrC1=CC2=C(NC(C3N(C2=O)CCN(C3)CC(=O)C3=CC(=CC=C3)OC)=O)C=C1